FC1=C(C=CC(=C1)OC(C)C)S(=O)(=O)Cl 2-fluoro-4-isopropoxy-benzenesulfonyl chloride